BrC=1C=CC=C2C=3CC(CCC3NC12)F 8-bromo-3-fluoro-2,3,4,9-tetrahydro-1H-carbazole